5-[4-methoxy-6-(piperazin-1-yl)pyrido[2,3-d]pyrimidin-2-yl]-2,7-dimethylindazol-6-ol COC=1C2=C(N=C(N1)C1=CC3=CN(N=C3C(=C1O)C)C)N=CC(=C2)N2CCNCC2